CC1(C(C1C=C(C)C)CO)C 2,2-Dimethyl-3-(2-methylprop-1-enyl)-cyclopropyl-methanol